C(C=C)(=O)N1[C@H](CN(CC1)C1=CC(=NC=2CN(CCC12)C1=CC=CC2=CC=CC(=C12)C)C(=O)N[C@H](CN1CC(CC1)(F)F)C)CC#N |o1:34| 4-((S)-4-acryloyl-3-(cyanomethyl)piperazin-1-yl)-N-((S or R)-1-(3,3-difluoropyrrolidin-1-yl)propan-2-yl)-7-(8-methylnaphthalen-1-yl)-5,6,7,8-tetrahydro-1,7-naphthyridine-2-carboxamide